4-((1R,2S)-2-(cyclobutylamino)cyclopropyl)-N-(tetrahydro-2H-pyran-4-yl)thiophene-2-carboxamide C1(CCC1)N[C@@H]1[C@H](C1)C=1C=C(SC1)C(=O)NC1CCOCC1